(2S,5S)-5-(hydroxymethyl)-2-methyl-4-(1-(4-(trifluoromethyl)phenyl)propyl)piperazine-1-carboxylic acid tert-butyl ester C(C)(C)(C)OC(=O)N1[C@H](CN([C@@H](C1)CO)C(CC)C1=CC=C(C=C1)C(F)(F)F)C